ClC=1C=C(CCN(CC(COC2=CC=C(C=C2)N(S(=O)(=O)C)C)O)CC)C=CC1 N-(4-(3-((3-chlorophenethyl)(ethyl)amino)-2-hydroxypropoxy)phenyl)-N-methylmethanesulfonamide